(E)-2-((12-((6-(4-(allyloxy)-6-methoxy-7-methyl-3-oxo-1,3-dihydroisobenzofuran-5-yl)-4-methylhex-4-enoyl)oxy)dodecanoyl)oxy)propane-1,3-diyl dipalmitate C(CCCCCCCCCCCCCCC)(=O)OCC(COC(CCCCCCCCCCCCCCC)=O)OC(CCCCCCCCCCCOC(CC\C(=C\CC=1C(=C2C(OCC2=C(C1OC)C)=O)OCC=C)\C)=O)=O